BrC1=C(C=CC=C1C#N)CC1(CCN(CC1)C(=O)OC(C)(C)C)C#N tert-butyl 4-[(2-bromo-3-cyanophenyl)methyl]-4-cyanopiperidine-1-carboxylate